N-(5-cyano-4-((2-(ethylthio)ethyl)amino)pyridin-2-yl)-7-formyl-6-((4-methyl-2-oxopiperazin-1-yl)methyl)-3,4-dihydro-1,8-naphthyridine-1(2H)-carboxamide hydrochloride Cl.C(#N)C=1C(=CC(=NC1)NC(=O)N1CCCC2=CC(=C(N=C12)C=O)CN1C(CN(CC1)C)=O)NCCSCC